(E)-1-(4-bromobut-2-en-2-yl)-4-fluorobenzene BrC/C=C(\C)/C1=CC=C(C=C1)F